2,6-Dimethoxy-N-{4-methoxy-6-[(1H-pyrazol-3-yl)amino]-1,2-benzoxazol-3-yl}benzene-1-sulfonamide COC1=C(C(=CC=C1)OC)S(=O)(=O)NC1=NOC2=C1C(=CC(=C2)NC2=NNC=C2)OC